(6-(3-cyclopropyl-1H-1,2,4-triazol-1-yl)-2-azaspiro[3.3]heptan-2-yl)(3-(2-methoxy-3-(trifluoromethyl)phenoxy)azetidin-1-yl)methanone C1(CC1)C1=NN(C=N1)C1CC2(CN(C2)C(=O)N2CC(C2)OC2=C(C(=CC=C2)C(F)(F)F)OC)C1